OC(CCCC)O 1,1-dihydroxypentane